terphenyl-dicarbonylchloride C1(=C(C(=CC=C1)C(=O)Cl)C(=O)Cl)C=1C(=CC=CC1)C1=CC=CC=C1